6-(3-amino-6-(3-((dimethylamino)methyl)-4-((tetrahydro-2H-pyran-4-yl)methoxy)phenyl)-5-fluoropyrazin-2-yl)-8-fluoro-3,4-dihydroisoquinolin-1(2H)-one NC=1C(=NC(=C(N1)F)C1=CC(=C(C=C1)OCC1CCOCC1)CN(C)C)C=1C=C2CCNC(C2=C(C1)F)=O